tert-Butyl 3-(3-((8-((2,6-dimethylbenzyl)amino)-2,3-dimethylimidazo[1,2-a]pyridin-6-yl)amino)-3-oxopropyl)propanoate CC1=C(CNC=2C=3N(C=C(C2)NC(CCCCC(=O)OC(C)(C)C)=O)C(=C(N3)C)C)C(=CC=C1)C